4-((cis-1-(3-Methoxybenzyl)-2-methylpiperidin-4-yl)amino)-N-methyl-1H-pyrrolo[2,3-b]pyridine-5-carboxamide COC=1C=C(CN2[C@H](C[C@H](CC2)NC2=C3C(=NC=C2C(=O)NC)NC=C3)C)C=CC1